C(C)OC(C(O)CC(=O)OCC)=O.C(CCCCCCC)[Sn]CCCCCCCC dioctyltin diethylmalate